4-(7-bromo-6-chloro-8-fluoro-2-(((S)-2-methylenetetrahydro-1H-pyrrolizine-7a(5H)-yl)methoxy)quinazolin-4-yl)-6-methyl-1,4-oxazepan-6-ol BrC1=C(C=C2C(=NC(=NC2=C1F)OC[C@]12CCCN2CC(C1)=C)N1CCOCC(C1)(O)C)Cl